tert-butyl N-[[1-[5-amino-2-[3-chloro-4-(trifluoromethyl)phenyl]pyrimidin-4-yl] pyrrolidin-3-yl]methyl]carbamate NC=1C(=NC(=NC1)C1=CC(=C(C=C1)C(F)(F)F)Cl)N1CC(CC1)CNC(OC(C)(C)C)=O